N-(5-(2-amino-4-oxo-3-propyl-3,4-dihydro-quinazolin-6-yl)pyridin-2-yl)pentanamide NC1=NC2=CC=C(C=C2C(N1CCC)=O)C=1C=CC(=NC1)NC(CCCC)=O